(S)-3-amino-3-(5'-methoxy-2'-methylbiphenyl-3-yl)propionic acid ethyl ester C(C)OC(C[C@@H](C=1C=C(C=CC1)C1=C(C=CC(=C1)OC)C)N)=O